C1(CC1)C=1C(=NC(=NC1C=1C=NN(C1)C)C(C#N)C1=CC=C(C=C1)S(=O)(=O)C)NC1=NNC(=C1)C 2-(5-cyclopropyl-4-((5-methyl-1H-pyrazol-3-yl)amino)-6-(1-methyl-1H-pyrazol-4-yl)pyrimidin-2-yl)-2-(4-(methylsulfonyl)phenyl)acetonitrile